C(C)OC(=O)C1C(C1)C(C1=C2C=CN(C2=C(C=C1OC)C)C(=O)OC(C)(C)C)O tert-butyl 4-((2-(ethoxycarbonyl)cyclopropyl)(hydroxy)methyl)-5-methoxy-7-methyl-1H-indole-1-carboxylate